(S)-(1-(4-carbamoyl-2,6-dimethylphenyl)-3-(1,3-dioxoisoindolin-2-yl) propan-2-yl) carbamate C(N)(O[C@@H](CC1=C(C=C(C=C1C)C(N)=O)C)CN1C(C2=CC=CC=C2C1=O)=O)=O